C(C)(C)C1=C(C(=CC=C1)C(C)C)NCC1=CC=CC(=N1)C1=C(C=CC2=CC=CC=C12)CNC=1C=2CCCC2C=CC1 N-{[1-(6-{[(2,6-diisopropylphenyl)amino]methyl}pyridin-2-yl)-2-naphthyl]methyl}indan-4-amine